1-(2-amino-4-(4-fluorobenzyl)-8,8-dimethyl-7,8-dihydro-6H-pyrrolo[2,3-e][1,2,4]triazolo[1,5-a]pyridin-6-yl)ethan-1-one NC1=NN2C(C(=CC3=C2C(CN3C(C)=O)(C)C)CC3=CC=C(C=C3)F)=N1